(R)-2-(thiazol-4-yl)but-3-yn-2-ol S1C=NC(=C1)[C@@](C)(C#C)O